(1s,3s)-3-(benzyloxy)cyclobutanol benzyl-(2S)-2-[(tert-butoxycarbonyl)amino]-3-(3-nitrophenyl)propanoate C(C1=CC=CC=C1)[C@@](C(=O)OC1CC(C1)OCC1=CC=CC=C1)(CC1=CC(=CC=C1)[N+](=O)[O-])NC(=O)OC(C)(C)C